Cl.COC(=O)[C@@H]1[C@H]2C([C@H]2CN1)(C)C (1R,2S,5S)-6,6-dimethyl-3-azabicyclo[3.1.0]hexane-2-carboxylic acid methyl ester hydrochloride